CN(CC(C[Si](OC)(OC)OC)CN(C)C)C 3-dimethylamino-2-(dimethylaminomethyl)propyltrimethoxysilane